(2-(6-(2-ethyl-5-fluoro-4-hydroxyphenyl)-1H-indazol-3-yl)-pyrrolo[3,4-d]imidazole-5(1H,4H,6H)-yl)(pyridazin-4-yl)methanone C(C)C1=C(C=C(C(=C1)O)F)C1=CC=C2C(=NNC2=C1)C1=NC2=C(N1)CN(C2)C(=O)C2=CN=NC=C2